methyl 2-bromo-4-(bromomethyl)-5-nitro-benzoate BrC1=C(C(=O)OC)C=C(C(=C1)CBr)[N+](=O)[O-]